3,3-di-tert-butylphenol C(C)(C)(C)C1(CC(=CC=C1)O)C(C)(C)C